4-(4-(hydroxymethyl)-5-methylthiazol-2-yl)benzoic acid tert-butyl ester C(C)(C)(C)OC(C1=CC=C(C=C1)C=1SC(=C(N1)CO)C)=O